(2-hydroxy-5-(1-methylvinyl)-2-methylcyclohexane)-trimethyl-ammonium salt C[NH+](C)C.OC1(CCC(CC1)C(=C)C)C